FC(CC(CCC(=O)C1=CC=CC=C1)C=1SC=CN1)(F)F 6,6,6-trifluoro-1-phenyl-4-(thiazol-2-yl)hexan-1-one